6-Hydroxyundecane-1,11-diyl bis(2,2-bis(heptylthio)acetate) C(CCCCCC)SC(C(=O)OCCCCCC(CCCCCOC(C(SCCCCCCC)SCCCCCCC)=O)O)SCCCCCCC